C(C)(C)C1=NNC2=CN=C(C=C21)C(=O)NC2(CS(C2)(=O)=O)C 3-isopropyl-N-(3-methyl-1,1-dioxidothietan-3-yl)-1H-pyrazolo[3,4-c]pyridine-5-carboxamide